CC=1N=CC2=CC=C(C=C2C1)C1=CN=C(S1)N 5-(3-Methylisoquinolin-6-yl)thiazol-2-amine